bis-(tri-t-butylsilyl) chromate [Cr](=O)(=O)(O[Si](C(C)(C)C)(C(C)(C)C)C(C)(C)C)O[Si](C(C)(C)C)(C(C)(C)C)C(C)(C)C